O=C1CCC2N(CCN(C2)C(=O)OCCCC)C1 butyl 7-oxo-3,4,6,8,9,9a-hexahydro-1H-pyrido[1,2-a]pyrazine-2-carboxylate